[Y].COCC(C)OC 1,2-dimethoxypropane Yttrium